5-[8-[(1S,2S)-2-(1-isopropylindazol-6-yl)cyclopropyl]imidazo[1,2-b]pyridazin-6-yl]-1H-pyrimidine-2,4-dione C(C)(C)N1N=CC2=CC=C(C=C12)[C@@H]1[C@H](C1)C=1C=2N(N=C(C1)C=1C(NC(NC1)=O)=O)C=CN2